C(OCC(F)F)(OCC#C)=O difluoroethyl propargyl carbonate